tert-butyl (R)-4-(4-bromo-2-cyanophenyl)-3-ethylpiperazine-1-carboxylate BrC1=CC(=C(C=C1)N1[C@@H](CN(CC1)C(=O)OC(C)(C)C)CC)C#N